FC(C(=O)O)(F)F.C(#N)C=1C=2N(C=C(C1)NC(=O)C=1C=CC(=C3C=CN=NC13)N1CCNCC1)C=C(N2)C N-{8-cyano-2-methylimidazo[1,2-a]pyridin-6-yl}-5-(piperazin-1-yl)cinnoline-8-carboxamide trifluoroacetate